C1(=CC=CC=C1)C1N=C(CC1)NNC(=O)OC methyl 2-(2-phenyl-3,4-dihydro-2H-pyrrol-5-yl)hydrazine-1-carboxylate